6-(Dimethylamino)-2-(3-methoxyphenyl)quinolin-4(1h)-one CN(C=1C=C2C(C=C(NC2=CC1)C1=CC(=CC=C1)OC)=O)C